N1(N=NN=C1)C\C=C/1\[C@@H]2CC[C@@H]([C@]2(CCC1)C)[C@@H](CCCC(C)(O)C)C (R)-6-{(1R,3aS,7aR,E)-4-[2-(1H-Tetrazol-1-yl)ethylidene]-7a-methyloctahydro-1H-inden-1-yl}-2-methylheptan-2-ol